C1(CC1)OC1=CC(=C(C(=O)O)C=C1)C=O 4-CYCLOPROPOXY-2-FORMYLBENZOIC ACID